FC(OC1=C2C=C(NC2=CC=C1)C(=O)N[C@H](C(=O)N[C@H](C(=O)OC)C[C@H]1C(NCC1)=O)CC(C)C)F methyl (2S)-2-[[(2S)-2-[[4-(difluoromethoxy)-1H-indole-2-carbonyl]amino]-4-methyl-pentanoyl]amino]-3-[(3S)-2-oxopyrrolidin-3-yl]propanoate